C(C)(C)(C)OC(=O)N1CC(N(C(C1)C)C=1SC(=C(N1)C1=C(C(=CC=C1)NS(=O)(=O)C1=C(C=CC=C1F)F)F)C1=NC(=NC=C1)Cl)C 4-(5-(2-chloropyrimidin-4-yl)-4-(3-(2,6-difluorophenyl-sulfonylamino)-2-fluorophenyl)thiazol-2-yl)-3,5-dimethylpiperazine-1-carboxylic acid tert-butyl ester